(2R,3R,4R,5S)-2-(hydroxymethyl)-1-phenethylpiperidine-3,4,5-triol OC[C@H]1N(C[C@@H]([C@H]([C@@H]1O)O)O)CCC1=CC=CC=C1